N[C@@H]1[C@H](CCCC1)N(C)C (1S,2S)-1-amino-2-(dimethylamino)cyclohexane